5-(2-(2-(benzyl(methyl)amino)pyridin-4-yl)-1H-pyrrolo[2,3-b]pyridin-4-yl)-1H-indazol-3-amine C(C1=CC=CC=C1)N(C1=NC=CC(=C1)C1=CC=2C(=NC=CC2C=2C=C3C(=NNC3=CC2)N)N1)C